C(CCCNCCNCCNCCNCCCCC(=O)O)(=O)O 5,8,11,14-tetraazanonadecanedioic acid